C(C)(=O)N1CCC(CC1)[C@@H]1C[C@@H](CCC1)N1C=CC2=C(C=CC(=C12)C)F N-((1R,3S)-3-(1-acetylpiperidin-4-yl)cyclohexyl)-4-fluoro-7-methyl-1H-indole